BrC1=C2C3(CNC(C2=CC(=C1)CCl)=O)CCCC3 5'-bromo-7'-(chloromethyl)-2',3'-dihydro-1'H-spiro[cyclopentane-1,4'-isoquinoline]-1'-one